NC1=NC=C(C=2C1=CN(N2)C2OCCCC2)NC(C(N2[C@H](CC[C@H](C2)CC)C)=O)=O |r| N-(4-Amino-2-tetrahydropyran-2-yl-pyrazolo[4,3-c]pyridin-7-yl)-2-oxo-2-[rac-(2S,5R)-5-ethyl-2-methyl-1-piperidyl]acetamide